N-(3-(3-bromophenoxy)-2-chlorophenyl)-N-(3-bromophenyl)dibenzo[B,d]furan-3-amine BrC=1C=C(OC=2C(=C(C=CC2)N(C=2C=CC3=C(OC4=C3C=CC=C4)C2)C2=CC(=CC=C2)Br)Cl)C=CC1